Isobutyl 3-(1-((1-(2-((4-(3,5-dimethylisoxazol-4-yl)phenyl)sulfonamido) ethyl)piperidin-4-yl)methyl)-1H-1,2,3-triazol-4-yl)-5-fluoro-1H-indol-2-carboxylat CC1=NOC(=C1C1=CC=C(C=C1)S(=O)(=O)NCCN1CCC(CC1)CN1N=NC(=C1)C1=C(NC2=CC=C(C=C12)F)C(=O)OCC(C)C)C